2-hydroxy-2-(3-(3-(trifluoromethyl)phenoxy)phenyl)acetonitrile OC(C#N)C1=CC(=CC=C1)OC1=CC(=CC=C1)C(F)(F)F